(1,1-dioxidotetrahydrothiophen-3-yl)((1R,2S)-1-hydroxy-2-((S)-5H-imidazo[5,1-a]isoindol-5-yl)-7-azaspiro[3.5]nonan-7-yl)methanone O=S1(CC(CC1)C(=O)N1CCC2(C[C@H]([C@H]2O)[C@@H]2N3C(C4=CC=CC=C24)=CN=C3)CC1)=O